1-[3-[7-(difluoromethyl)-6-(1-methylpyrazol-4-yl)-3,4-dihydro-2H-quinolin-1-yl]-1-[1-[(3-methyl-4-piperidyl)methyl]-4-piperidyl]-6,7-dihydro-4H-pyrazolo[4,3-c]pyridin-5-yl]ethanone FC(C1=C(C=C2CCCN(C2=C1)C1=NN(C2=C1CN(CC2)C(C)=O)C2CCN(CC2)CC2C(CNCC2)C)C=2C=NN(C2)C)F